N-[(1s,4s)-4-{[6-chloro-2-(trifluoromethyl)quinolin-4-yl]amino}cyclohexyl]-1,2,3-thiadiazole-4-carboxamide ClC=1C=C2C(=CC(=NC2=CC1)C(F)(F)F)NC1CCC(CC1)NC(=O)C=1N=NSC1